BrC=1C(=C(C=C(C1)Br)NC(=O)NC1=CC(=NC(=C1)F)F)CO 1-(3,5-dibromo-2-hydroxymethylphenyl)-3-(2,6-difluoropyridin-4-yl)urea